(2S,5R)-5-(2-chlorophenyl)-1-(1-(4-cyanophenyl)piperidine-4-carbonyl)pyrrolidine-2-carboxylic acid ClC1=C(C=CC=C1)[C@H]1CC[C@H](N1C(=O)C1CCN(CC1)C1=CC=C(C=C1)C#N)C(=O)O